COC=1C=CC(=NC1)N1CC=2C=C(C=NC2CC1)OCC1=NC=C(C=C1)OC 6-(5-Methoxypyridin-2-yl)-3-[(5-methoxypyridin-2-yl)methoxy]-5,6,7,8-tetrahydro-1,6-naphthyridine